FC(OC=1C=C(C(=O)NC2=CC=C(C=C2)C=2OC(=NN2)C2=CC=CC=C2)C=CC1)F 3-(difluoromethoxy)-N-[4-(5-phenyl-1,3,4-oxadiazol-2-yl)phenyl]benzamide